methyl 3-(3-ethyl-5-methylisoxazol-4-yl)-5-fluorobenzoate C(C)C1=NOC(=C1C=1C=C(C(=O)OC)C=C(C1)F)C